(S)-5-chloro-2-(3-((2-fluoro-4-(4,4,5,5-tetramethyl-1,3,2-dioxaborolan-2-yl)phenoxy)methyl)pyrrolidin-1-yl)pyrimidine ClC=1C=NC(=NC1)N1C[C@H](CC1)COC1=C(C=C(C=C1)B1OC(C(O1)(C)C)(C)C)F